C(CCCCC)OC1=CC=C(C=C1)C1=CC=C(C=C1)C#N 4'-(hexyloxy)-4-biphenylcarbonitrile